C(C)(=O)OC1=C(C(=C(C=C1)OC)C)OC 2,4-dimethoxy-3-methylphenyl acetate